C(C=1C(O)=CC=C(O)C1)(=O)O.NCCC(=O)O beta-alanine gentisate